ClCCOCCOCC(=O)OC(C)(C)C tertiary butyl 2-(2-(2-chloroethoxy)ethoxy)acetate